tert-butyl ((2S,3S)-1-((2-benzoyl-4-fluorophenyl)amino)-3-methyl-1-oxopentan-2-yl)carbamate C(C1=CC=CC=C1)(=O)C1=C(C=CC(=C1)F)NC([C@H]([C@H](CC)C)NC(OC(C)(C)C)=O)=O